C(CCCCCC)(=O)OCC(COC(CCCCCC)=O)COC(CCCCCN(CCCCCCOC(OCCCCCCCCC)=O)CCO)=O 2-(9-(2-hydroxyethyl)-3,17-dioxo-2,16,18-trioxa-9-azaheptacosyl)propane-1,3-diyl diheptanoate